6-bromo-4-iodo-1,3-dimethyl-benzimidazol-2-one BrC=1C=C(C2=C(N(C(N2C)=O)C)C1)I